[Na].NC=1C=CC=CC1 meta-aminobenzene sodium